N-octadecenyl-2-(3,4,5-triethoxyphenyl)-3,5,7-triethoxyquinolin-4-one C(=CCCCCCCCCCCCCCCCC)N1C(=C(C(C2=C(C=C(C=C12)OCC)OCC)=O)OCC)C1=CC(=C(C(=C1)OCC)OCC)OCC